FC(CO)(C(C(C(F)(F)F)(F)F)(F)F)F 2,2,3,3,4,4,5,5,5-Nonafluoropentanol